CC1=C(C=CC=C1C)N1CC=2N=C(N=C(C2CC1)N1C[C@@H](N(CC1)C(C(=C)F)=O)CC#N)OCC12CCCN2CCC1 (S)-2-(4-(7-(2,3-dimethylphenyl)-2-((tetrahydro-1H-pyrrolizin-7a(5H)-yl)methoxy)-5,6,7,8-tetrahydropyrido[3,4-d]pyrimidin-4-yl)-1-(2-fluoroacryloyl)piperazin-2-yl)acetonitrile